FC1=C2C(NNC(C2=CC=C1)=O)=O 5-Fluoro-2,3-dihydrophthalazine-1,4-dione